2-(4-(4-chloro-3-(trifluoromethyl)phenoxy)phenyl-ethoxy)-6,7,9,10-tetrahydro-4H,8H-7a,9-methano-pyrimido[1,6-a]pyrrolo[1,2-c]pyrimidine-4-one ClC1=C(C=C(OC2=CC=C(C=C2)CCOC2=NC(N3C(N4C5(CC3)CC(C4)C5)=C2)=O)C=C1)C(F)(F)F